FC1=C(C=CC(=C1C#N)OC)C1=CC=CC=C1 2-fluoro-4-methoxy-[1,1'-biphenyl]-3-carbonitrile